N-cyclopropyl-1-hydroxy-6,6,9-trimethyl-3-pentyl-6H-benzo[c]chromene-2-carboxamide C1(CC1)NC(=O)C=1C(=C2C3=C(C(OC2=CC1CCCCC)(C)C)C=CC(=C3)C)O